C(C)(C)(C)N(C(O)=O)C1CN(CC1)CCF.BrC1=CN=C2N1C1=CC=C(C=C1N=C2N2CCOCC2)C2=CC=CC=C2 4-(1-bromo-7-phenylimidazo[1,2-a]quinoxalin-4-yl)morpholine tert-butyl-(1-(2-fluoroethyl)pyrrolidin-3-yl)carbamate